(S)-N-(1-(3-fluoroazetidin-3-yl)ethyl)-5-(4-(trifluoromethyl)phenoxy)-2-naphthamide FC1(CNC1)[C@H](C)NC(=O)C1=CC2=CC=CC(=C2C=C1)OC1=CC=C(C=C1)C(F)(F)F